5-(4-((3-cyclopropyl-6,7-dihydro-4H-[1,2,3]triazolo[5,1-c][1,4]oxazin-6-yl)methoxy)phenyl)-2-oxo-6-(trifluoromethyl)-1,2-dihydropyridine-3-carboxamide C1(CC1)C=1N=NN2C1COC(C2)COC2=CC=C(C=C2)C=2C=C(C(NC2C(F)(F)F)=O)C(=O)N